2-bromo-5-fluoro-2,3-dihydro-1H-inden-1-one BrC1C(C2=CC=C(C=C2C1)F)=O